FC=1C=CC(=NC1)[C@@H](C)OC1=CC(=CC=2N1C(=CN2)C)C=2N=NN(C2C)C2CCNCC2 5-[(1R)-1-(5-Fluoro-2-pyridyl)ethoxy]-3-methyl-7-[5-methyl-1-(4-piperidyl)triazol-4-yl]imidazo[1,2-a]pyridine